1-Palmityl-2-behenoyl-sn-glycero-3-phosphocholine C(CCCCCCCCCCCCCCC)OC[C@@H](OC(CCCCCCCCCCCCCCCCCCCCC)=O)COP(=O)([O-])OCC[N+](C)(C)C